N1(C=NC=C1)CCCCCC=O 6-IMIDAZOL-1-YL-HEXANAL